bis(1-chloroethyl) ether ClC(C)OC(C)Cl